CC=1C=C(C=C(C1)C)C1=C2C=C(C(C2=C(C=2CCCC12)C1=CC(=CC(=C1)C)C)[Si](C)(C)C1C(=CC2=C(C(=C(C=C12)C(C)(C)C)OC)C1=CC(=CC(=C1)C)C)C)C [4,8-bis(3,5-dimethylphenyl)-2-methyl-1,5,6,7-tetrahydro-s-indacen-1-yl][6-tert-butyl-4-(3,5-dimethyl-phenyl)-5-methoxy-2-methyl-1H-inden-1-yl]dimethylsilane